O-[1-[(4-Methoxyphenoxy)methyl]-2,2-dimethylpropyl]-1H-imidazol-1-carbothioic acid COC1=CC=C(OCC(C(C)(C)C)OC(=S)N2C=NC=C2)C=C1